N-(4-methylpentan-2-yl)cyclohexane-1,3-diamine CC(CC(C)NC1CC(CCC1)N)C